4-cyclopropyl-1-(2,6-dichlorophenyl)-1H-1,2,3-triazole-5-carboxylic acid ethyl ester C(C)OC(=O)C1=C(N=NN1C1=C(C=CC=C1Cl)Cl)C1CC1